2-((((3-(diethylamino)propoxy)carbonyl)oxy)methyl)propyl (9Z,12Z)-octadeca-9,12-dienoate C(CCCCCCC\C=C/C\C=C/CCCCC)(=O)OCC(C)COC(=O)OCCCN(CC)CC